(E)-3,7-dimethyloct-2,6-dien-1-yl acetate (geranyl acetate) C(\C=C(/C)\CCC=C(C)C)CC(=O)O.C(C)(=O)OC\C=C(\CCC=C(C)C)/C